FC(C(CC(F)(F)F)=O)(F)F 1,1,1,4,4,4-hexafluoro-2-butanone